F[C@@H]1[C@H]2CC[C@@H](C[C@@H]1OC1=CC=C(N=N1)C1=C(C=C(C=C1)C1=NC(N(C=N1)C)=O)O)N2C 4-(4-(6-(((1R,2R,3S,5S)-2-fluoro-8-methyl-8-azabicyclo[3.2.1]octan-3-yl)oxy)pyridazin-3-yl)-3-hydroxyphenyl)-1-methyl-1,3,5-triazin-2(1H)-one